Potassium N-acetylneuraminic acid salt C(C)(=O)N[C@@H]1[C@H](CC(C([O-])=O)(O)O[C@H]1[C@H](O)[C@H](O)CO)O.[K+]